3'-[1,4-phenylenebis(methyleneoxymethylene)]bis[3-ethyloxetane] C1(=CC=C(C=C1)COCC1OCC1CC)COCC1OCC1CC